2-(cyclopropylmethoxy)-N'-hydroxyisonicotinamidine C1(CC1)COC=1C=C(C(=NO)N)C=CN1